C(CCCCCC\C=C/CCC)O Z-8-dodecenol